5-CYCLOPROPOXY-4-FORMYLNICOTINIC ACID C1(CC1)OC=1C=NC=C(C(=O)O)C1C=O